2-((3-(4-amino-2-(trifluoromethyl)imidazo[2,1-f][1,2,4]triazin-7-yl)-4-methylphenyl)sulfonyl)-2-azaspiro[3.3]heptan-6-ol NC1=NC(=NN2C1=NC=C2C=2C=C(C=CC2C)S(=O)(=O)N2CC1(C2)CC(C1)O)C(F)(F)F